5-(2-(2-methoxyacetyl)-1,2,3,4-tetrahydroisoquinolin-8-yl)morpholine-4-carboxylate COCC(=O)N1CC2=C(C=CC=C2CC1)C1COCCN1C(=O)[O-]